N-(3-carbamoyl-1-(2-((2-((3-chloro-2-fluorobenzyl)amino)-2-oxoethyl)(isopropyl)amino)-2-oxoethyl)-1H-indazol-5-yl)morpholine-4-carboxamide C(N)(=O)C1=NN(C2=CC=C(C=C12)NC(=O)N1CCOCC1)CC(=O)N(C(C)C)CC(=O)NCC1=C(C(=CC=C1)Cl)F